N1(CCC1)CC1=CN(C2=CC=CC=C12)C1CCN(CC1)[C@@H]1CC[C@@H](CC1)C(C)C 3-(azetidin-1-ylmethyl)-1-(1-(cis-4-isopropylcyclohexyl)piperidin-4-yl)-1H-indole